O[C@H]1C[C@H]2C[C@@H]([C@H]3[C@@H]4CC[C@H]([C@@H](CCC)C)[C@]4(CC[C@@H]3[C@]2(CC1)C)C)O 3α,7β-dihydroxy-5β-cholane